NC1=C(C=CC=C1)NC(CCCCCOC=1C=C2C(=NC=NC2=CC1OC)OC1=CC2=C(C(=C(O2)C)C(=O)NC)C=C1)=O 6-((6-((6-((2-aminophenyl)amino)-6-oxohexyl)oxy)-7-methoxyquinazolin-4-yl)oxy)-N,2-dimethylbenzofuran-3-carboxamide